N6-phenyl-1,3-benzothiazole-2,6-diamine C1(=CC=CC=C1)NC1=CC2=C(N=C(S2)N)C=C1